(1S,2S,3R,4S,5R)-N-(2-cyano-5-(trifluoromethyl)phenyl)-5-hydroxy-3-(2-methoxypyridin-4-yl)-7-oxabicyclo[2.2.1]heptane-2-carboxamide C(#N)C1=C(C=C(C=C1)C(F)(F)F)NC(=O)[C@@H]1[C@@H]2C[C@H]([C@H]([C@H]1C1=CC(=NC=C1)OC)O2)O